5-bromo-2-(3-(difluoromethoxy)benzyl)-7-(hydroxymethyl)isoquinolin-1(2H)-one BrC1=C2C=CN(C(C2=CC(=C1)CO)=O)CC1=CC(=CC=C1)OC(F)F